2-[4-(2-hydroxyethyl)-piperazin-1-yl]ethane-1-sulfonic acid OCCN1CCN(CC1)CCS(=O)(=O)O